racemic-(2R,3S)-3-((tert-butyldimethylsilyl)oxy)-N-methoxy-N-methyl-4-pentenamide [Si](C)(C)(C(C)(C)C)O[C@@H](CC(=O)N(C)OC)C=C |r|